1-[tert-butoxycarbonyl(methyl)amino]cyclohexanecarboxylic acid C(C)(C)(C)OC(=O)N(C1(CCCCC1)C(=O)O)C